Benzyl 4-(2-azaspiro[3.3]heptan-6-ylmethyl)piperidine-1-carboxylate C1NCC12CC(C2)CC2CCN(CC2)C(=O)OCC2=CC=CC=C2